(tert-butyl)-N-((3-methyl-1-(6-(1-methyl-1H-pyrazol-4-yl)pyrazolo[1,5-a]pyrazin-4-yl)pyrrolidin-3-yl)methyl)-1,2,4-oxadiazole-3-carboxamide C(C)(C)(C)C1=NC(=NO1)C(=O)NCC1(CN(CC1)C=1C=2N(C=C(N1)C=1C=NN(C1)C)N=CC2)C